1-((2-Morpholino-6-(2,2,2-trifluoroethoxy)pyridin-4-yl)methyl)-3-(2-(1-(trifluoromethyl)cyclopropyl)ethyl)urea O1CCN(CC1)C1=NC(=CC(=C1)CNC(=O)NCCC1(CC1)C(F)(F)F)OCC(F)(F)F